4-(3-(1-(2-(2,6-dioxopiperidin-3-yl)-1,3-dioxoisoindolin-4-yl)piperidin-4-yl)propyl)-N-(2-(((S)-2-methylpyrrolidin-1-yl)methyl)-1H-benzo[d]imidazol-5-yl)benzamide O=C1NC(CCC1N1C(C2=CC=CC(=C2C1=O)N1CCC(CC1)CCCC1=CC=C(C(=O)NC2=CC3=C(NC(=N3)CN3[C@H](CCC3)C)C=C2)C=C1)=O)=O